(5-(aminomethyl)-3-fluoropyridin-2-yl)phosphonic acid hydrochloride Cl.NCC=1C=C(C(=NC1)P(O)(O)=O)F